OCC=1C=C2C=CC=NC2=CC1 6-Hydroxymethyl-quinoline